(+)-3-[2-[3-(trifluoromethyl)pyrrolidin-1-yl]Pyrimidin-5-yl]Azetidine-1-carboxylic acid tert-butyl ester C(C)(C)(C)OC(=O)N1CC(C1)C=1C=NC(=NC1)N1CC(CC1)C(F)(F)F